(S)-N-(3-(2-((1,5-dimethyl-1H-pyrazol-3-yl)amino)-5-methylpyrimidin-4-yl)-1H-indol-7-yl)-2-(3-(pyridin-2-yloxy)pyrrolidin-1-yl)acetamide CN1N=C(C=C1C)NC1=NC=C(C(=N1)C1=CNC2=C(C=CC=C12)NC(CN1C[C@H](CC1)OC1=NC=CC=C1)=O)C